(S)-ethyl 2-(2-((5-bromo-1-(pyrrolidin-3-yl)-1H-indazol-3-yl)methoxy)-6-cyclopropylphenyl)acetate BrC=1C=C2C(=NN(C2=CC1)[C@@H]1CNCC1)COC1=C(C(=CC=C1)C1CC1)CC(=O)OCC